2-mercaptoquinoline-3-carbaldehyde SC1=NC2=CC=CC=C2C=C1C=O